2-[3-(methylsulfanyl)propanoyl]-5-({2-[3-(methylsulfanyl)propanoyl]-1,3-dioxo-2,3-dihydro-1H-inden-5-yl}sulfonyl)-2,3-dihydro-1H-indene-1,3-dione CSCCC(=O)C1C(C2=CC=C(C=C2C1=O)S(=O)(=O)C=1C=C2C(C(C(C2=CC1)=O)C(CCSC)=O)=O)=O